[O-]S(=O)(=O)C(F)(F)F.[Zn+] zinc(I) triflate